tert-butyl (1R,5S,6r)-6-cyano-3-azabicyclo[3.1.0]hexane-3-carboxylate CC(C)(C)OC(=O)N1C[C@@H]2[C@H](C1)C2C#N